CO[C@@]1(COCC1)C1=CC(=CC(=N1)N1C=C(C=2C=NC(=CC21)NC(C)=O)C2CN(C2)CC(F)(F)F)C (R)-N-(1-(6-(3-Methoxytetrahydrofuran-3-yl)-4-methylpyridin-2-yl)-3-(1-(2,2,2-Trifluoroethyl)azetidine-3-yl)-1H-pyrrolo[3,2-c]pyridin-6-yl)acetamide